3-bromo-5-fluoro-2,4-dimethyl-aniline BrC=1C(=C(N)C=C(C1C)F)C